C1(CCCCC1)NC(=O)C1=C(C=CC=C1)S(=O)(=O)N [(cyclohexylamino)carbonyl]benzenesulfonamide